(2S)-tert-butyl 4-((3-(4-bromophenyl)-4,4,4-trifluorobutyl)sulfinyl)-2-((tert-butoxycarbonyl)amino)butanoate BrC1=CC=C(C=C1)C(CCS(=O)CC[C@@H](C(=O)OC(C)(C)C)NC(=O)OC(C)(C)C)C(F)(F)F